C1OCC2=C1C=CC=C2CS(=O)(=O)[O-].[Na+].CC=2C=C(C=C(C2N)C)C2=CC(=C(N)C(=C2)C)C 3,3',5,5'-tetramethyl-benzidine sodium (1,3-dihydro-2-benzofuran-4-yl)methanesulfonate